C1(=CC=CC=C1)C1=NC2=CC=CC=C2N=C1C1=CC(=CC=C1)B1OC(C(O1)(C)C)(C)C 2-phenyl-3-(3-(4,4,5,5-tetramethyl-1,3,2-dioxaborolan-2-yl)phenyl)quinoxaline